COC(=O)C1=NC=C(C(=C1)C)C=1C=2N(C3=CC(=NC=C3C1)NC(=O)OC(C)(C)C)N=CN2 5-{8-[(tert-butoxycarbonyl)amino]-[1,2,4]triazolo[1,5-a]1,6-naphthyridin-4-yl}-4-methylpyridine-2-carboxylic acid methyl ester